N-((1r,4r)-4-((2-aminophenyl)carbamoyl)cyclohexyl)-4-(naphthalen-2-yl)tetrahydro-2H-pyran-4-carboxamide NC1=C(C=CC=C1)NC(=O)C1CCC(CC1)NC(=O)C1(CCOCC1)C1=CC2=CC=CC=C2C=C1